4-(4-(dimethylamino)but-2-enoyl)-1-(1H-indol-3-yl)piperazin-2-one CN(CC=CC(=O)N1CC(N(CC1)C1=CNC2=CC=CC=C12)=O)C